9b-chloro-4b-hydroxy-7-isopropyl-1-nitro-4bH-benzo[d]indeno[1,2-b]furan-10(9bH)-one ClC12C(OC3=C1C=CC(=C3)C(C)C)(C3=CC=CC(=C3C2=O)[N+](=O)[O-])O